(4S,7R)-7-(4-chlorophenyl)-4-(3-hydroxyphenyl)-2-methyl-5-oxo-1,4,5,6,7,8-hexahydroquinoline-3-carboxylic acid methyl ester COC(=O)C1=C(NC=2C[C@H](CC(C2[C@@H]1C1=CC(=CC=C1)O)=O)C1=CC=C(C=C1)Cl)C